C(C)(C)(C)N(C(O)=O)CC=1N=C(C2=C(N1)SC=N2)C21CC(C2)(C1)C(C)C.C1(=CC=CC=C1)C(C=C)(C1=CC=CC=C1)NC(C1=CC=CC=C1)=O N-(1,1-diphenylallyl)benzamide tert-butyl-((7-(3-isopropylbicyclo[1.1.1]pentan-1-yl)thiazolo[5,4-d]pyrimidin-5-yl)methyl)carbamate